BrCCCCCCCCCC(=O)OCCCCCCCCCCC Undecyl 10-bromodecaneate